F[C@@H]1[C@@H](C1)C(=O)NC1=NC=NC(=C1)N1C(=NC=C1)NC=1C=NC(=CC1C)C(CC)O (1S,2S)-2-fluoro-N-[6-(2-{[6-(1-hydroxypropyl)-4-methylpyridin-3-yl]amino}imidazol-1-yl)pyrimidin-4-yl]cyclopropane-1-carboxamide